3,6,9,12-tetraoxapentadecanamide C(COCCOCCOCCOCCC)(=O)N